S1(=O)(=O)OOO1.[Ti+4] Titanium(IV) oxy sulfate